O=C1NC(CCC1C1=NN(C2=CC(=CC=C12)N1C[C@@H](N(CC1)C(=O)OC(C)(C)C)C(F)(F)F)C)=O tert-butyl (2R)-4-[3-(2,6-dioxo-3-piperidyl)-1-methyl-indazol-6-yl]-2-(trifluoromethyl)piperazine-1-carboxylate